ClC1=C(C(=CC=2C3=C(C(=NC12)C)CN([C@H]3C)C(CO)=O)OC)Cl (S)-1-(6,7-dichloro-8-methoxy-1,4-dimethyl-1,3-dihydro-2H-pyrrolo[3,4-c]quinolin-2-yl)-2-hydroxyethan-1-one